FC1=NC(=CC=C1C=1N(C2=CC=C(C=C2C1)O)C(=O)OC(C)(C)C)F tert-butyl 2-(2,6-difluoropyridin-3-yl)-5-hydroxy-1H-indole-1-carboxylate